FC=1C=C(C=CC2=NOC=N2)C=CC1F 3-(3,4-difluorostyryl)-1,2,4-oxadiazole